1-(4-((((3S,4S)-8-(6-amino-5-((2-amino-3-chloropyridin-4-yl)thio)pyrazin-2-yl)-3-methyl-2-oxa-8-azaspiro[4.5]decan-4-yl)amino)methyl)pyridin-3-yl)dihydropyrimidine-2,4(1H,3H)-dione NC1=C(N=CC(=N1)N1CCC2([C@@H]([C@@H](OC2)C)NCC2=C(C=NC=C2)N2C(NC(CC2)=O)=O)CC1)SC1=C(C(=NC=C1)N)Cl